BrC=1C=C(C=CC1)C1=CC(=C(N1CC1=CC(=C(C=C1)S(N)(=O)=O)F)CC1CC1)C=1SC(=C(N1)C(=O)OCC)Cl ethyl 2-(5-(3-bromophenyl)-2-(cyclopropylmethyl)-1-(3-fluoro-4-sulfamoylbenzyl)-1H-pyrrol-3-yl)-5-chlorothiazole-4-carboxylate